S1C=NC2=C1C=CC(=C2)CC2=C(C(C1=CC=C(C=C1C2=O)F)=O)C 3-(benzo[d]thiazol-5-ylmethyl)-6-fluoro-2-methyl-naphthalene-1,4-dione